5-oxaspiro[2.4]heptan-6-one C1CC12COC(C2)=O